C1(CC1)S(=O)(=O)N1N=CC(=C1)C1=NC=CC(=N1)NC1=NC=C(C(=C1)N1CCC2(CCO2)CC1)C#CC1CN(CC1)C (1-(cyclopropylsulfonyl)-1H-pyrazol-4-yl)-N-(5-((1-methylpyrrolidin-3-yl)ethynyl)-4-(1-oxa-7-azaspiro[3.5]non-7-yl)pyridin-2-yl)pyrimidin-4-amine